(2R,3S)-3-(1-(4-fluorobenzyl)-1H-pyrazol-3-yl)-2-(2,4-difluorophenyl)-1-(1H-tetrazol-1-yl)butan-2-ol FC1=CC=C(CN2N=C(C=C2)[C@@H]([C@@](CN2N=NN=C2)(O)C2=C(C=C(C=C2)F)F)C)C=C1